BrCC1=CC(=NC=C1)C#N 4-(bromomethyl)pyridine-2-carbonitrile